O1[C@H](C1)CN1CC2=CC=CC=C2CC1 (S)-2-(oxiran-2-ylmethyl)-1,2,3,4-tetrahydroisoquinoline